C(C)(C)(C)OC(=O)N1CC(CCC1)NC=1N=CC2=C(N1)N1C(C(=C2)OC2=C(C=C(C=C2)F)F)=NCC1.ClC1=NSC(=N1)N1CCOCC1 4-(3-chloro-1,2,4-thiadiazol-5-yl)morpholine tert-butyl-3-((6-(2,4-difluorophenoxy)-8,9-dihydroimidazo[1',2':1,6]pyrido[2,3-d]pyrimidin-2-yl)amino)piperidine-1-carboxylate